C(C=C)C=1C=C(C=CC1O)C1=CC(=C(C=C1)O)CC=C 3,3'-diallyl[1,1'-biphenyl]-4,4'-diol